ClC=1C(=NC=CC1)N1N=C(C=C1)OC(F)F 2-(3-chloro-2-pyridyl)-5-(difluoromethoxy)pyrazole